N(=[N+]=[N-])[C@@H]1CCNC1 (2R,4R)-4-azidopyrrolidine